[N+](=[N-])=CC(CC[C@@H](C(=O)OC(C([2H])([2H])[2H])(C([2H])([2H])[2H])[2H])NC([C@H](C)O)=O)=O propan-2-yl-d7 (S)-6-diazo-2-((S)-2-hydroxypropanamido)-5-oxohexanoate